SCC1=NC=CC(=C1OC)OC 2-mercaptomethyl-3,4-dimethoxypyridine